2-[2-[3-methoxy-4-(3-methyl-1,2,4-triazol-1-yl)anilino]-5-[(1S)-2,2,2-trifluoro-1-methyl-ethoxy]-[1,2,4]triazolo[1,5-a]pyridin-8-yl]propan-2-ol COC=1C=C(NC2=NN3C(C(=CC=C3O[C@H](C(F)(F)F)C)C(C)(C)O)=N2)C=CC1N1N=C(N=C1)C